ClC1=C(C=CC=C1Cl)S(=O)(=O)NC1=C(C(=C(C=C1)F)NC=1C2=C(N=CN1)C=CC(=N2)Cl)F 2,3-dichloro-N-[3-[(6-chloropyrido[3,2-d]pyrimidin-4-yl)amino]-2,4-difluoro-phenyl]benzenesulfonamide